C1(CCCCC1)C=1N=CC(=NC1)CN(C(=O)[C@@H]1N(CC1)S(=O)(=O)C1=C(C(=C(C(=C1F)F)F)F)F)C1=C(C=C(C=C1)C(NO)=O)F (R)-N-((5-cyclohexylpyrazin-2-yl)methyl)-N-(2-fluoro-4-(hydroxycarbamoyl)phenyl)-1-((perfluorophenyl)sulfonyl)azetidine-2-carboxamide